ClC1=C(CNC(=O)[C@]2(C=3C=CC=NC3[C@](CC2)(C)O)F)C=CC(=C1)F (5S,8R)-N-(2-chloro-4-fluorobenzyl)-5-fluoro-8-hydroxy-8-methyl-5,6,7,8-tetra-hydroquinoline-5-carboxamide